C1(=CC=CC=C1)C(C1=CC=CC=C1)=NC=1C=CC=2C3=C(C(N(C2C1)C=1C(=NC=CC1)C)=O)N=C(N3C)CC3=CC=C(C=C3)OC 7-((diphenylmethylene)amino)-2-(4-methoxybenzyl)-1-methyl-5-(2-methylpyridin-3-yl)-1,5-dihydro-4H-imidazo[4,5-c]quinolin-4-one